N-[1-(2-hydroxy-2-methylpropyl)-3-(2-isopropylphenyl)-6-oxo-1,6-dihydro-4-pyridazinyl]-2-methoxy-5-(trifluoromethyl)benzamide OC(CN1N=C(C(=CC1=O)NC(C1=C(C=CC(=C1)C(F)(F)F)OC)=O)C1=C(C=CC=C1)C(C)C)(C)C